CC=1C(=C(C(CCCCCCCCCCCCCCCCCC)(C)Cl)C=CC1)C trimethyl-stearyl-benzyl chloride